((3S,4S)-8-(5-bromopyrazin-2-yl)-3-methyl-2-oxa-8-azaspiro[4.5]dec-4-yl) carbamate C(N)(O[C@@H]1[C@@H](OCC12CCN(CC2)C2=NC=C(N=C2)Br)C)=O